NC1(CC1)C(=O)O 1-Aminocycloprop-1-ylcarboxylic acid